((((((2R,5R)-4-fluoro-5-(5-methyl-2,4-dioxo-3,4-dihydropyrimidin-1(2H)-yl)-2,5-dihydrofuran-2-yl)oxy)methyl)phosphoryl) bis(oxy))bis(methylene)diisopropyl bis(carbonate) C(OC(C)(C)COP(=O)(CO[C@H]1O[C@H](C(=C1)F)N1C(NC(C(=C1)C)=O)=O)OCC(C)(C)OC([O-])=O)([O-])=O